1-{9-[(2R,4S,5R)-4-Hydroxy-5-(hydroxymethyl)tetrahydrofur-2-yl]-6-oxo-1,9-dihydropurin-2-ylamino}-6-guanidino-1,2-hexanedione O[C@H]1C[C@@H](O[C@@H]1CO)N1C=2N=C(NC(C2N=C1)=O)NC(C(CCCCNC(=N)N)=O)=O